t-butyloxycarbonyl-diethanolamine 2-(2-ethoxyethoxy)ethyl-(2S,5R,6R)-3,3-dimethyl-7-oxo-6-(2-phenylacetamido)4-thia-1-azabicyclo[3.2.0]heptane-2-carboxylate C(C)OCCOCCOC(=O)[C@@H]1N2C([C@H]([C@H]2SC1(C)C)NC(CC1=CC=CC=C1)=O)=O.C(C)(C)(C)OC(=O)N(CCO)CCO